(2S,5R)-benzyl 5-(1-bromo-8-((2,4-dimethoxybenzyl)amino)imidazo[1,5-a]pyrazin-3-yl)-2-(hydroxymethyl)piperidine-1-carboxylate BrC=1N=C(N2C1C(=NC=C2)NCC2=C(C=C(C=C2)OC)OC)[C@@H]2CC[C@H](N(C2)C(=O)OCC2=CC=CC=C2)CO